7-[(3R,4S)-3,4-dihydroxypyrrolidin-1-yl]-6-fluoro-N-[(2R)-3-methylbut-2-yl]-4-oxo-1-(2,4,6-trifluorophenyl)-1,4-dihydro-1,8-naphthyridine-3-carboxamide O[C@@H]1CN(C[C@@H]1O)C1=C(C=C2C(C(=CN(C2=N1)C1=C(C=C(C=C1F)F)F)C(=O)N[C@H](C)C(C)C)=O)F